2-(3-(2-chloropyrimidin-4-yl)-6-methoxypyrazolo[1,5-a]pyrimidin-5-yl)propan-2-ol ClC1=NC=CC(=N1)C=1C=NN2C1N=C(C(=C2)OC)C(C)(C)O